C(C)(C)(C)OC(=O)N1C=C(C=C1)N (R)-N-t-butyloxycarbonyl-3-aminopyrrole